(methylthiomethoxymethyl)benzoate CSCOCOC(C1=CC=CC=C1)=O